C(=O)O.CN([C@]1(CN(CCC1)C1=CC(=C(C(=C1)F)S(=O)(=O)NC1=NC=NC=C1)F)CCC1=NC(=CC=C1)C(F)(F)F)C (S)-4-(3-(Dimethylamino)-3-(2-(6-(trifluoromethyl)pyridin-2-yl)ethyl)piperidin-1-yl)-2,6-difluoro-N-(pyrimidin-4-yl)benzenesulfonamide formate